4-(prop-1-en-2-yl)tetrahydroxy-2H-pyran-4-carboxylic acid C=C(C)C1(C(C(OC=C1O)(O)O)O)C(=O)O